COC=1C=C2CCN(CC2=CC1N)CC(F)(F)F 6-Methoxy-2-(2,2,2-trifluoroethyl)-1,2,3,4-tetrahydroisoquinolin-7-amine